2-(5-(cyclopropylmethyl)-3-(4-fluoro-3-(5-methylfuran-2-yl)phenyl)-4-(3-fluoro-4-sulfamoylbenzyl)-1H-pyrazol-1-yl)thiazole-4-carboxylic acid C1(CC1)CC1=C(C(=NN1C=1SC=C(N1)C(=O)O)C1=CC(=C(C=C1)F)C=1OC(=CC1)C)CC1=CC(=C(C=C1)S(N)(=O)=O)F